C(C=C)#N r-acrylonitrile